3'-hydroxyflavan OC=1C=C(C2OC3=CC=CC=C3CC2)C=CC1